N1N=CC(=C1)C1=CC=C(C=C1)C=1C=NNC1 1,4-Di(1H-pyrazol-4-yl)benzene